(2S,4r)-1-[(2S)-2-(4-cyclopropyl-triazol-1-yl)-3,3-dimethyl-butyryl]-4-hydroxy-N-[1-(6-methoxy-2-pyridinyl)ethyl]pyrrolidine-2-carboxamide C1(CC1)C=1N=NN(C1)[C@H](C(=O)N1[C@@H](C[C@H](C1)O)C(=O)NC(C)C1=NC(=CC=C1)OC)C(C)(C)C